FC1(CC12CN([C@@H](C2)C(=O)OC)C(=O)OC(C)(C)C)F (tert-butyl) 6-methyl (6S)-1,1-difluoro-5-azaspiro[2.4]heptane-5,6-dicarboxylate